C(C)(C)(C)C1=CC(=NN1C1=CC=CC=C1)C1=NC(=NO1)C=1C=CC(=NC1)C(=O)OC(C)(C)C tert-butyl 5-(5-(5-(tert-butyl)-1-phenyl-1H-pyrazol-3-yl)-1,2,4-oxadiazol-3-yl)picolinate